Tert-Butyl (4S)-4-[4-(methoxycarbonyl)piperidin-1-yl]azepane-1-carboxylate COC(=O)C1CCN(CC1)[C@@H]1CCN(CCC1)C(=O)OC(C)(C)C